IC=1C=C(C=C(C1)C(F)(F)F)CCC(=O)O 3-(3-iodo-5-(trifluoromethyl)phenyl)propionic acid